ClC1=C(N=CC(=N1)N1CCC2(CC1)[C@@H](C1=CC=CC=C1C2)NS(=O)C(C)(C)C)C=O N-((S)-1'-(6-chloro-5-formylpyrazin-2-yl)-1,3-dihydrospiro[inden-2,4'-piperidin]-1-yl)-2-methylpropan-2-sulfinamide